4-(4-chloro-2-fluorophenyl)-3-(3-chlorophenyl)-1-(cyclobutylmethyl)-5-neopentylpyrrolidine-2-carboxylic acid ClC1=CC(=C(C=C1)C1C(C(N(C1CC(C)(C)C)CC1CCC1)C(=O)O)C1=CC(=CC=C1)Cl)F